BrC1=NC(=CC(=C1)C1CN(CCN1CCOC)C(=O)[O-])Cl 3-(2-bromo-6-chloropyridin-4-yl)-4-(2-methoxyethyl)piperazine-1-carboxylate